2-bromo-2-(oxetan-2-yl)acetonitrile BrC(C#N)C1OCC1